ClN1N=CC=2C1=C(N=CC2)NCC2=C(C=C(C=C2)OC)OC chloro-N-(2,4-dimethoxybenzyl)-1H-pyrazolo[3,4-c]pyridin-7-amine